(1-(2-chloro-3-fluoropyridin-4-yl)-1H-1,2,3-triazol-4-yl)methanol ClC1=NC=CC(=C1F)N1N=NC(=C1)CO